BrC1=NC=C(C(=C1)I)OC 2-bromo-4-iodo-5-methoxypyridine